N1=CC(=CC=C1)N1C=C2C(N=CN=C2)=CC1=O 6-(pyridin-3-yl)pyrido[4,3-d]pyrimidin-7(6H)-one